(2-fluoropyridin-3-yl)boronic acid FC1=NC=CC=C1B(O)O